C(C)(C)C1=CC=C(C=C1)C=1C2=C(N=C(N1)N)CCO2 4-(4-isopropylphenyl)-6,7-dihydrofuro[3,2-d]pyrimidin-2-amine